C(C)N1CCN(CC1)CC=1C=CC(=NC1)N1CN=C(C(=C1)F)C1=CC2=C(N=C(S2)C)C=C1 N-(5-((4-Ethylpiperazin-1-yl)methyl)pyridin-2-yl)-5-fluoro-4-(2-methylbenzothiazol-6-yl)pyrimidine